N-((1S,3R)-3-((2'-(benzyloxy)-3',4-difluoro-[1,1'-biphenyl]-3-yl)methyl)-3-(4-(chloromethyl)oxazol-2-yl)cyclopentyl)methanesulfonamide C(C1=CC=CC=C1)OC1=C(C=CC=C1F)C1=CC(=C(C=C1)F)C[C@]1(C[C@H](CC1)NS(=O)(=O)C)C=1OC=C(N1)CCl